CC1=C(C=CC(=C1)OCC(F)(F)F)C=1C=C2CCN[C@@H](C2=CC1)CNC=1C=NC=CC1C(=O)O 3-[({(1S)-6-[2-methyl-4-(2,2,2-trifluoro-ethoxy)phenyl]-1,2,3,4-tetrahydro-isoquinolyl}methyl)amino]pyridine-4-carboxylic acid